C(#N)N1C[C@]2(CCC2C1)NC(=O)C1=NNC(=C1)C1=C(C=NC=C1)OC1=CC=CC=C1 N-((1R)-3-cyano-3-azabicyclo[3.2.0]heptan-1-yl)-5-(3-phenoxypyridin-4-yl)-1H-pyrazole-3-carboxamide